CC=1C(=CC(=NC1)NC(OC(C)(C)C)=O)C=1N=NC=CN1 tert-butyl (5-methyl-4-(1,2,4-triazin-3-yl)pyridin-2-yl)carbamate